NC1(CN(C1)C=1C=C2C(=NC1)C1(CN(C1)C[C@H]1CN(C[C@H](O1)C)C1=C3C=CC(=NC3=C(C=C1)C#N)[2H])OC2)C 5-[(2S,6R)-2-[[3-(3-amino-3-methyl-azetidin-1-yl)spiro[5H-furo[3,4-b]pyridin-7,3'-azetidine]-1'-yl]methyl]-6-methyl-morpholin-4-yl]-2-deutero-quinoline-8-carbonitrile